methylphenyl N-pentylcarbamate C(CCCC)NC(OC1=C(C=CC=C1)C)=O